C1(=CC=CC=C1)C1(CCCCC1)N1CCCC1 1-(1-phenylcyclohexyl)pyrrolidine